ClC1=C2C=CC(=NC2=NC=C1[N+](=O)[O-])OC 5-Chloro-2-methoxy-6-nitro-1,8-naphthyridine